ClC=1C=C(C=CC1)CCNC(=O)C1CC2=C(CN1)NC=N2 N-[2-(3-chlorophenyl)ethyl]-4,5,6,7-tetrahydro-3H-imidazo[4,5-c]pyridine-6-carboxamide